COC(=O)C1CC(C1)CO[Si](C1=CC=CC=C1)(C1=CC=CC=C1)C(C)(C)C 3-(((tert-butyldiphenylsilyl)oxy)methyl)cyclobutane-1-carboxylic acid methyl ester